S1C(=NC2=C1C=CC=C2)C2=C(SC=1CN(CCC12)C(C)C)NC(CCN(C(OC(C)(C)C)=O)C(C)CC)=O tert-butyl (3-((3-(benzo[d]thiazol-2-yl)-6-isopropyl-4,5,6,7-tetrahydrothieno[2,3-c]pyridin-2-yl)amino)-3-oxopropyl)(sec-butyl)carbamate